(R)-3-((3-(7-aminothiazolo[5,4-d]pyrimidin-2-yl)phenyl)ethynyl)-3-hydroxy-1-methylpyrrolidin-2-one trifluoroacetate FC(C(=O)O)(F)F.NC=1C2=C(N=CN1)SC(=N2)C=2C=C(C=CC2)C#C[C@]2(C(N(CC2)C)=O)O